3-hydroxy-5-methoxy-2-[(3''R-4''S)-p-menthenyl]Trans-stilbene OC=1C(=C(C=C(C1)OC)\C=C\C1=CC=CC=C1)C1C=C(CCC1C(C)C)C